BrN1C(N(C(C1=O)(C)C)Cl)=O bromo-1-chloro-5,5-dimethylhydantoin